NC=1C2=C(N=CN1)N(C=C2)[C@H]2[C@@H]([C@@]([C@H](O2)[C@H](O)C2=CC(=C(C=C2)C(F)(F)F)F)(O)C(F)(F)F)O (2R,3S,4R,5R)-5-(4-amino-7H-pyrrolo[2,3-d]pyrimidin-7-yl)-2-((R)-(3-fluoro-4-(trifluoromethyl)phenyl)(hydroxy)methyl)-3-(trifluoromethyl)tetrahydrofuran-3,4-diol